NC=1C2=C(N=CN1)N(C=C2C2=C(C=C(C=C2)NC(CC2=CC=CC=C2)=O)C)C N-(4-(4-amino-7-methyl-7H-pyrrolo[2,3-d]pyrimidin-5-yl)-3-methylphenyl)-2-phenylacetamide